C(C)S(=O)(=O)C=1C=CC(=NC1)CNC(C1=CC=CC=C1)=O N-((5-(ethylsulfonyl)pyridin-2-yl)methyl)benzamide